FC=1C=C(C=C(C1CN1CCOCC1)F)C=1C=CC=C2N=CC(=NC12)C=1C=NN(C1)C1CCN(CC1)C(CCCCCCC1=CC=C2CN(C(C2=C1)=O)C1C(NC(CC1)=O)=O)=O 3-(6-(7-(4-(4-(8-(3,5-difluoro-4-(morpholinomethyl)phenyl)quinoxalin-2-yl)-1H-pyrazol-1-yl)piperidin-1-yl)-7-oxoheptyl)-1-oxoisoindolin-2-yl)piperidine-2,6-dione